6-propyl-2,6-diazaspiro[3.3]heptane C(CC)N1CC2(CNC2)C1